CS(=O)(=O)C1=CC=C(OCC=2N=C3SC(=NN3C2)C2CCN(CC2)C(=O)OC(C)C)C=C1 isopropyl 4-(6-((4-(methylsulfonyl)phenoxy)methyl)imidazo[2,1-b][1,3,4]thiadiazol-2-yl)piperidine-1-carboxylate